COC1=NC=C(C=C1C(CCC)C1=NC(=C2N=CNC2=N1)N)C=1C=C2C(=NNC2=NC1)C1=CN=NC=C1 {1-[2-methoxy-5-(3-(pyridazin-4-yl)-1H-7-azaindazol-5-yl)pyridin-3-yl]butyl}-9H-purin-6-amine